tungsten-arsenic [As].[W]